COC=1C=C(C2=C(N=C(N=C2)NC2=CC(=C(C=C2)N2CCN(CC2)C)NC2=CC=CC=C2)N1)C#C[Si](C(C)C)(C(C)C)C(C)C N1-{7-methoxy-5-[2-(triisopropylsilyl)ethynyl]pyrido[2,3-d]pyrimidin-2-yl}-4-(4-methylpiperazin-1-yl)-N3-phenylbenzene-1,3-diamine